4-hepta-ene CCCC=CCC